C(C([2H])([2H])[2H])([2H])([2H])N1C2=C(C=CC1=O)N(C=C2I)COCC[Si](C)(C)C 4-[(1,1,2,2,2-2H5)ethyl]-3-iodo-1-{[2-(trimethylsilyl)ethoxy]methyl}-1H,4H,5H-pyrrolo[3,2-b]pyridin-5-one